(5E,8E,11E,14E,17E)-henicosa-5,8,11,14,17-pentaenoic acid C(CCC\C=C\C\C=C\C\C=C\C\C=C\C\C=C\CCC)(=O)O